3-(2-cyclobutyl-2H-tetrazol-5-yl)-4-(cyclohexylamino)-N-methylbenzenesulfonamide C1(CCC1)N1N=C(N=N1)C=1C=C(C=CC1NC1CCCCC1)S(=O)(=O)NC